(2S)-2-(diethylcarbamoylamino)-4-[2-(2-methoxyphenoxy)ethyl-[4-(5,6,7,8-tetrahydro-1,8-naphthyridin-2-yl)butyl]amino]butanoic acid C(C)N(C(=O)N[C@H](C(=O)O)CCN(CCCCC1=NC=2NCCCC2C=C1)CCOC1=C(C=CC=C1)OC)CC